CNC(=O)C1=NC=CC(=C1)OC1=CC=C(C=C1)N 4-(4-aminophenoxy)pyridine-2-carboxylic acid methylamide